ClC1=C(C(=O)N2COC3=C(C2)C=CC=C3C3=CC(=C(C(=O)OC)C=C3F)N3CCOCC3)C(=CC(=C1)C1COC1)Cl Methyl 4-[3-[2,6-dichloro-4-(oxetan-3-yl)benzoyl]-2,4-dihydro-1,3-benzoxazin-8-yl]-5-fluoro-2-morpholine-4-ylbenzoate